C(C)(=O)C1=NN(C2=CC=C(C=C12)C=1C=NC(=NC1)C)CC(=O)N1[C@@H](C[C@H](C1)F)C(=O)NC1=NC(=CC(=C1)Cl)Br (2S,4R)-1-(2-(3-acetyl-5-(2-methylpyrimidin-5-yl)-1H-indazol-1-yl)acetyl)-N-(6-bromo-4-chloropyridin-2-yl)-4-fluoropyrrolidine-2-carboxamide